C12CN(CC(CC1)O2)C2=NC=C(C=C2C(=O)NC2=CC(=CC=C2)S(N)(=O)=O)C(F)(F)F 2-(8-oxa-3-azabicyclo[3.2.1]octan-3-yl)-N-(3-sulfamoyl-phenyl)-5-(trifluoro-methyl)pyridine-3-carboxamide